N-((1R,3S)-3-((7-cyano-5-(isopropylamino)-2,6-naphthyridin-3-yl)amino)cyclopentyl)acetamide C(#N)C1=NC(=C2C=C(N=CC2=C1)N[C@@H]1C[C@@H](CC1)NC(C)=O)NC(C)C